2-bromo-1-(5-bromothiophen-2-yl)ethan-1-one BrCC(=O)C=1SC(=CC1)Br